C1(C=CC(C2=CC=CC=C12)=NO)=NO naphthoquinone dioxime